1-(((3S)-1-((3-cyano-1-azetidinyl)sulfonyl)-3-piperidinyl)carbonyl)-N-((1R)-1-(2,5-difluorophenyl)-2,2-difluoroethyl)-D-prolinamide C(#N)C1CN(C1)S(=O)(=O)N1C[C@H](CCC1)C(=O)N1[C@H](CCC1)C(=O)N[C@@H](C(F)F)C1=C(C=CC(=C1)F)F